24-[(4-fluoro-2-methoxyphenyl)(hydroxy)methyl]-5α-cholan-3β,4β-diol FC1=CC(=C(C=C1)C(CCC[C@@H](C)[C@H]1CC[C@H]2[C@@H]3CC[C@H]4[C@H]([C@H](CC[C@]4(C)[C@H]3CC[C@]12C)O)O)O)OC